1-[3-(difluoromethyl)-6-[6-methoxy-5-[[5-(3-oxa-6-azabicyclo[3.1.1]heptan-6-yl)pyridazin-3-yl]amino]benzimidazol-1-yl]-2-pyridyl]-5-methyl-pyrazole-3-carbonitrile FC(C=1C(=NC(=CC1)N1C=NC2=C1C=C(C(=C2)NC=2N=NC=C(C2)N2C1COCC2C1)OC)N1N=C(C=C1C)C#N)F